C1(CCCCC1)=NCCC[Si](OCC)(OCC)OCC N-(cyclohexylidene)-3-(triethoxysilyl)-1-propylamine